4-(5-amino-2-fluorophenyl)-5-chloro-N-(1-methyl-1H-pyrazol-4-yl)pyrimidin-2-amine NC=1C=CC(=C(C1)C1=NC(=NC=C1Cl)NC=1C=NN(C1)C)F